BrC1=CN=CC2=C1N=CN(C2=O)C 8-bromo-3-methylpyrido[4,3-d]pyrimidin-4(3H)-one